NC1=CC=C2C(=NNC2=C1)C=1C=C(SC1)C(=O)NC(CC)CC 4-(6-amino-1H-indazol-3-yl)-N-(pentan-3-yl)thiophene-2-carboxamide